FC1CCS(=O)(=O)O1 3-fluoro-propanesultone